C(C)C1=C(C=CC=C1)C1CN(CCN1)C1=NC(=NC(=C1)C(C)C)N 4-(3-(2-ethylphenyl)piperazin-1-yl)-6-isopropylpyrimidin-2-amine